COCCOC=1C(OC(=CC1C1=NC=CC=C1OC)C(=O)OC)=O methyl 3-(2-methoxyethoxy)-4-(3-methoxypyridin-2-yl)-2-oxo-2H-pyran-6-carboxylate